OC1=C(C=C(C=C1)C(C(=O)OC)C)[N+](=O)[O-] methyl 2-(4-hydroxy-3-nitrophenyl)propionate